tert-butyl (tert-butoxycarbonyl)(2-hydroxy-3-(2-(trifluoromethyl)-10H-phenothiazin-10-yl)propyl)carbamate C(C)(C)(C)OC(=O)N(C(OC(C)(C)C)=O)CC(CN1C2=CC=CC=C2SC=2C=CC(=CC12)C(F)(F)F)O